F[At] fluoroastatine